tert-butyl (2-(9-oxo-1-propoxy-6,7-dihydropyrido[3',4':4,5]pyrrolo[1,2-a]pyrazin-8(9H)-yl)ethyl)carbamate O=C1C=2N(CCN1CCNC(OC(C)(C)C)=O)C1=C(C2)C(=NC=C1)OCCC